[2H]C([2H])([2H])OC1=C(C=CC(=C1)C(=O)O)O vanillic acid-d3